butyrylamino-2-chloro-3-ethoxypropionic acid C(CCC)(=O)NC(C(=O)O)(COCC)Cl